ClC1=C(C=NC2=CC=C(C=C12)Cl)C(=O)OCC Ethyl 4,6-dichloroquinoline-3-carboxylate